N1N=CC2=CC(=CC=C12)NC1=NC(=NC=C1)C1=CC=C2C=C(NC2=C1)C(=O)NC1=NC=CC=C1 6-(4-((1H-indazol-5-yl)amino)pyrimidin-2-yl)-N-(pyridin-2-yl)-1H-indole-2-carboxamide